CC1=C(OC(O1)=O)CN[C@@H](C)C(=O)OC(C)(C)C tert-butyl ((5-methyl-2-oxo-1,3-dioxol-4-yl)methyl)-L-alaninate